CP(OC1=C(C=CC=C1)NC1=NC(=NC=C1Cl)NC1=C(C=C(C=C1)N1CCC(CC1)N1CCNCC1)OC)([O-])([O-])C (2-((5-chloro-2-((2-methoxy-4-(4-(piperazin-1-yl) piperidin-1-yl) phenyl) amino) pyrimidin-4-yl) amino) phenyl) dimethylphosphite